2-(2',4'-dimethyl-[1,1'-biphenyl]-2-yl)-3-ethyl-6-fluoro-N-methylimidazo[1,2-a]pyridine-7-carboxamide CC1=C(C=CC(=C1)C)C1=C(C=CC=C1)C=1N=C2N(C=C(C(=C2)C(=O)NC)F)C1CC